NC(CCC1CC1)(C1=CC(=CC=C1)C#N)C=1C=CC(=C(C1)NC(=O)C1=CC(=NN1C1=CC(=CC=C1)C(N)=N)C(F)(F)F)F (+)-N-(5-(1-amino-1-(3-cyanophenyl)-3-cyclopropyl-propyl)-2-fluorophenyl)-1-(3-carbamimidoylphenyl)-3-(trifluoromethyl)-1H-pyrazole-5-carboxamide